2-chloro-3-(5-cyano-1H-pyrrol-3-yl)-5-fluoro-benzoic acid methyl ester COC(C1=C(C(=CC(=C1)F)C1=CNC(=C1)C#N)Cl)=O